2,2,3,3,4,4,5,5,8,8,9,9,10,10,11,11,11-Heptadecafluoro-6-undecen-1-ol FC(CO)(C(C(C(C=CC(C(C(C(F)(F)F)(F)F)(F)F)(F)F)(F)F)(F)F)(F)F)F